C(C)(=O)OC\C(\NC(CC1=CC=CC=C1)=O)=N/O (E)-2-(hydroxyimino)-2-(2-phenylacetamido)ethyl acetate